FC1CN(C1)C(=O)C=1C=CC(=NC1)C1=NOC=C1 3-[5-(3-fluoroazetidine-1-carbonyl)pyridin-2-yl]-1,2-oxazol